bis-propylsulfonyl-methane C(CC)S(=O)(=O)CS(=O)(=O)CCC